7-(3-methoxy-4-{[2-(trifluoromethyl)phenyl]methoxy}phenyl)-3H,4H,5H,6H,7H-imidazo[4,5-b]pyridin-5-one COC=1C=C(C=CC1OCC1=C(C=CC=C1)C(F)(F)F)C1C2=C(NC(C1)=O)NC=N2